3-[2-[4-[4-methyl-7-(trifluoromethyl)-3,4-dihydroquinazolin-2-yl]phenoxy]ethoxy]cyclobutanecarboxylic acid CC1NC(=NC2=CC(=CC=C12)C(F)(F)F)C1=CC=C(OCCOC2CC(C2)C(=O)O)C=C1